C1CCC12N(CCC2)CC#N 2-(5-azaspiro[3.4]octan-5-yl)acetonitrile